3-(5-((1-(4-chlorobenzyl)-1H-1,2,3-triazol-4-yl)methyl)-1-oxoisoindolin-2-yl)piperidine-2,6-dione ClC1=CC=C(CN2N=NC(=C2)CC=2C=C3CN(C(C3=CC2)=O)C2C(NC(CC2)=O)=O)C=C1